ClC=1C=C(C(=NC1)OC)C(=O)O 5-chloro-2-methoxy-pyridine-3-carboxylic acid